NC=1C=C(NN1)[C@@H]1C[C@@H](CC1)OC(=O)NN(CC(F)(F)F)C 1-{[(1R,3S)-3-(5-amino-2H-pyrazol-3-yl)cyclopentyl]oxy}-N'-methyl-N'-(2,2,2-trifluoroethyl)formohydrazide